C(C)(C)(C)OC(=O)NC(N1[C@@H](CCC1)C1=NC(=NO1)C1=CC(=C(C=C1)CCCCCCCC)C(F)(F)F)=NC(OC(C)(C)C)=O (S)-Tert-butyl (((tert-butoxycarbonyl)amino)(2-(3-(4-octyl-3-(trifluoromethyl)phenyl)-1,2,4-oxadiazol-5-yl)pyrrolidin-1-yl)methylene)carbamate